C(#C)C=1C(=CC=C2C=C(C=C(C12)C1=C(C=2N=C(N=C(C2C(=N1)C#N)N1CCOCCC1)OC[C@]12CCCN2C[C@@H](C1)F)F)O)F 7-(8-ethynyl-7-fluoro-3-hydroxynaphthalen-1-yl)-8-fluoro-2-(((2R,7aS)-2-fluorotetra-hydro-1H-pyrrolizin-7a(5H)-yl)methoxy)-4-(1,4-oxazepan-4-yl)pyrido[4,3-d]pyrimidine-5-carbonitrile